3-Picrylamino-1,2,4-Triazole C1(=C([N+](=O)[O-])C=C([N+](=O)[O-])C=C1[N+](=O)[O-])NC1=NNC=N1